N-(5-((2-(2,2-dimethylpyrrolidin-1-yl)ethyl)carbamoyl)-2-fluorophenyl)-2-(1-(2-hydroxyethyl)-1H-pyrazol-4-yl)-1H-pyrrolo[2,3-b]pyridine-5-carboxamide CC1(N(CCC1)CCNC(=O)C=1C=CC(=C(C1)NC(=O)C=1C=C2C(=NC1)NC(=C2)C=2C=NN(C2)CCO)F)C